2-methyl-1-phenyl-propan-1-amine CC(C(N)C1=CC=CC=C1)C